ClC=1C=C(C2=CC=CC=C2C1O)O 3-chloro-1,4-dihydroxynaphthalene